C(C1=CC=CC=C1)NS(=O)(=O)C=1C=C(C=CC1OC)C1=CC=CC=C1N1C=NC=C1 3'-(N-benzylsulfamoyl)-6-(1H-imidazol-1-yl)-4'-methoxy-[1,1'-biphenyl]